5-(4-isopropylsulfonylphenyl)-3-[5-(5-pyrrolidin-2-yl-2-thienyl)-1,3,4-oxadiazol-2-yl]pyrazin-2-amine C(C)(C)S(=O)(=O)C1=CC=C(C=C1)C=1N=C(C(=NC1)N)C=1OC(=NN1)C=1SC(=CC1)C1NCCC1